3-(3-butynylaziridin-3-yl)propionic acid C(#CCC)C1(CN1)CCC(=O)O